1-(Bis(4-fluorophenyl)methyl)-N-cyclopropyl-4-(3,6-dicyano-1-methyl-2-oxo-1,2-dihydro-1,5-naphthyridin-4-yl)piperazine-2-carboxamide FC1=CC=C(C=C1)C(N1C(CN(CC1)C1=C(C(N(C2=CC=C(N=C12)C#N)C)=O)C#N)C(=O)NC1CC1)C1=CC=C(C=C1)F